beta-D-glucuronic acid O[C@H]1[C@H](O)[C@@H](O)[C@H](O)[C@H](O1)C(=O)O